C(CCCCCCCCCCC)(=O)NCCNCCNC(CCCCCCCCCCC)=O 1,7-dilauroyl-diethylenetriamine